2,4,6-tris(4-bromophenyl)-1,3,5-triazine BrC1=CC=C(C=C1)C1=NC(=NC(=N1)C1=CC=C(C=C1)Br)C1=CC=C(C=C1)Br